CN1CC(=O)NC1=O The molecule is a imidazolidine-2,4-dione that is the N-methyl-derivative of hydantoin. It has a role as a bacterial metabolite. It derives from a hydantoin.